N(=[N+]=[N-])C1=CC=C(C=C1)C=1C(=CC=CC1)C(=O)O 4'-azido-[1,1'-biphenyl]-2-carboxylic acid